5,6-bis(4-nitrobenzyl)-1-methyl-2-phenyl-benzimidazole [N+](=O)([O-])C1=CC=C(CC2=CC3=C(N(C(=N3)C3=CC=CC=C3)C)C=C2CC2=CC=C(C=C2)[N+](=O)[O-])C=C1